FC(CCC(=O)N[C@H](C)C=1C=CC2=C(N(C=N2)COCC[Si](C)(C)C)C1)(F)F (R)-4,4,4-Trifluoro-N-(1-(1-((2-(trimethylsilyl)ethoxy)methyl)-1H-benzo[d]imidazol-6-yl)ethyl)butanamide